(15Z,18Z)-N,N-dimethyl-6-((9Z,12Z)-octadeca-9,12-dien-1-yl)tetracosa-4,15,18-trien-1-amine CN(CCCC=CC(CCCCCCCC\C=C/C\C=C/CCCCC)CCCCCCCC\C=C/C\C=C/CCCCC)C